6-[[(1R)-1-[3,6-Dimethyl-2-(2-methylindazol-5-yl)-4-oxo-chromen-8-yl]ethyl]amino]-2,3-difluoro-benzoic acid CC1=C(OC2=C(C=C(C=C2C1=O)C)[C@@H](C)NC1=CC=C(C(=C1C(=O)O)F)F)C1=CC2=CN(N=C2C=C1)C